N-[4-(2,6-dimethylphenyl)-6-[4-[2-oxo-2-(1-piperidyl)ethyl]phenoxy]pyrimidin-2-yl]-1-methyl-pyrazole-4-sulfonamide CC1=C(C(=CC=C1)C)C1=NC(=NC(=C1)OC1=CC=C(C=C1)CC(N1CCCCC1)=O)NS(=O)(=O)C=1C=NN(C1)C